N-(4-((5-methoxy-6-(methylsulfonyl)pyridin-2-yl)amino)-5-(1-methyl-1H-pyrazol-3-yl)pyridin-2-yl)acetamide COC=1C=CC(=NC1S(=O)(=O)C)NC1=CC(=NC=C1C1=NN(C=C1)C)NC(C)=O